[Si](C)(C)(C(C)(C)C)OC1CCC(CC1)CC=O 2-((1r,4r)-4-((tert-butyldimethylsilyl)oxy)cyclohexyl)acetaldehyde